5-(4-chloro-2-fluoro-phenyl)-7-((2R)-2-(3-methoxyphenyl)-4-morpholinyl)-2,3-dimethylpyrido[4,3-d]-pyrimidin-4(3H)-one ClC1=CC(=C(C=C1)C1=NC(=CC=2N=C(N(C(C21)=O)C)C)N2C[C@H](OCC2)C2=CC(=CC=C2)OC)F